O1C=CC2=C1C=CC(=C2)CC(=O)OCC ethyl 2-(benzofuran-5-yl)acetate